OC=1C=C(C=CC1O)/C=C/C(=O)C1=CC=C(C=C1)[N-]C12CC3CC(CC(C1)C3)C2 (E)-N-(4-(3-(3,4-Dihydroxyphenyl)acryloyl)phenyl)-1-adamantylamide